C1(=CC=CC=C1)NC=1C=NC=CC1 N-Phenylpyridine-3-amine